3-((6-bromo-2-(1-(3-(2-methoxyethoxy)phenyl)-2,5-dimethyl-1H-pyrrol-3-yl)-1H-imidazo[4,5-b]pyridine-7-yl)amino)benzenesulfonamide BrC=1C(=C2C(=NC1)N=C(N2)C2=C(N(C(=C2)C)C2=CC(=CC=C2)OCCOC)C)NC=2C=C(C=CC2)S(=O)(=O)N